CC1(OB(OC1(C)C)C1=NN(C2=CN=C(C=C21)C2(CC1(CC1)C2)C#N)C(C2=CC=CC=C2)(C2=CC=CC=C2)C2=CC=CC=C2)C 5-[3-(4,4,5,5-tetramethyl-1,3,2-dioxaborolan-2-yl)-1-trityl-pyrazolo[3,4-c]pyridin-5-yl]spiro[2.3]hexane-5-carbonitrile